2-chlorobenzo[d]thiazole-5-sulfonyl chloride ClC=1SC2=C(N1)C=C(C=C2)S(=O)(=O)Cl